N1N=NC(=C1)CNC(=O)[C@@H]1CC2=C3C(OC[C@@H](C(N13)=O)NC([C@H]([C@H](CC)C)NC(CF)=O)=O)=CC=C2 (1S,8S)-8-[(2S,3S)-2-(2-Fluoro-acetylamino)-3-methyl-pentanoylamino]-9-oxo-1,2,8,9-tetrahydro-7H-6-oxa-9a-aza-benzo[cd]azulene-1-carboxylic acid (1H-[1,2,3]triazol-4-ylmethyl)-amide